4-((2,5-dimethyl-4,5-dihydro-2H-pyrazolo[4,3-c]quinolin-6-yl)amino)-N-methyl-1H-pyrrolo[2,3-b]pyridine-5-carboxamide CN1N=C2C(CN(C=3C(=CC=CC23)NC2=C3C(=NC=C2C(=O)NC)NC=C3)C)=C1